C(C)(C)(C)OC(=O)N1[C@H](CN(C[C@H]1C)C1=C2C=CC=NC2=C(C=N1)Br)C.C(C=C)(=O)[Ni].[Cu] copper (alloyl)nickel tert-butyl-(2S,6R)-4-(8-bromo-1,6-naphthyridin-5-yl)-2,6-dimethyl-piperazine-1-carboxylate